FC1=CC=C(C=C1)C(CCNC)O (4-fluorophenyl)-3-methylamino-1-propanol